3,6-dichloro-4-((1S,2S)-2-(Difluoromethyl)cyclopropyl)pyridazine ClC=1N=NC(=CC1[C@@H]1[C@H](C1)C(F)F)Cl